(±)-1-(6,6-Difluoro-spiro[3.3]hept-2-yl)-3-[1-(3-trifluoromethyl-phenyl)-ethyl]-urea FC1(CC2(CC(C2)NC(=O)N[C@H](C)C2=CC(=CC=C2)C(F)(F)F)C1)F |r|